2-[2-[tert-butyl(dimethyl)silyl]oxyethyl]-6-chloro-N,N-dimethyl-pyrrolo[3,2-c]pyridine-1-sulfonamide [Si](C)(C)(C(C)(C)C)OCCC1=CC=2C=NC(=CC2N1S(=O)(=O)N(C)C)Cl